3,6-diethoxy-2,7-dimethyl-4-octenedialdehyde C(C)OC(C(C=O)C)C=CC(C(C=O)C)OCC